C(C)(C)(C)OC(=O)N1C(CNCC1)C1=NC(=NC(=C1)C1=CC=C(C=C1)C(F)(F)F)C=1C=NN(C1)C (2-(1-methyl-1H-pyrazol-4-yl)-6-(4-(trifluoromethyl)phenyl)pyrimidin-4-yl)piperazine-1-carboxylic acid tert-butyl ester